3-ethylsulfonyl-5-(trifluoromethyl)pyrazolo[1,5-a]Pyridine-2-carboxylic acid C(C)S(=O)(=O)C=1C(=NN2C1C=C(C=C2)C(F)(F)F)C(=O)O